(1r,3r)-3-ethoxycyclobutylmesylate C(C)OC1CC(C1)CS(=O)(=O)[O-]